CC=1C(N(C(C1C)=O)NC1=NC(=C(C=C1)C(F)(F)F)CC1=CC=CC=C1)=O 3,4-dimethyl-1-{[6-benzyl-5-(trifluoromethyl)(2-pyridyl)]amino}azoline-2,5-dione